2-((1-(methyl-d3)-3-((tetrahydrofuran-3-yl)oxy)-1H-pyrazol-4-yl)amino)-7-((3r,4r)-4-methyltetrahydrofuran-3-yl)-7H-pyrrolo[2,3-d]pyrimidine-6-carbonitrile C(N1N=C(C(=C1)NC=1N=CC2=C(N1)N(C(=C2)C#N)[C@H]2COC[C@@H]2C)OC2COCC2)([2H])([2H])[2H]